ClC=1C=CC(=C(C1)N1C(N(C(C1)C#N)C1=CN=CC2=CC=CC=C12)=O)C#N 1-(5-chloro-2-cyanophenyl)-3-(isoquinolin-4-yl)-2-oxoimidazoline-4-carbonitrile